5-benzyloxy-3-[(1R)-1-(hydroxymethyl)allyl]-1-(1-methylallyl)-4,6-dioxo-N-[(2,4,6-trifluorophenyl)methyl]-2H-pyrido[2,1-f][1,2,4]triazine-7-carboxamide C(C1=CC=CC=C1)OC=1C(C(=CN2N(CN(C(C21)=O)[C@H](C=C)CO)C(C=C)C)C(=O)NCC2=C(C=C(C=C2F)F)F)=O